NCCOCCOC1=C2C(N(C(C2=CC=C1)=O)C1C(NC(CC1)=O)=O)=O 4-[2-(2-aminoethoxy)ethoxy]-2-(2,6-dioxopiperidin-3-yl)isoindole-1,3-dione